C(C(C(=O)NO)N)O The molecule is a hydroxamic acid obtained by formal condensation of the carboxy group of serine with the amino group of hydroxylamine. It has a role as an EC 6.1.1.11 (serine--tRNA ligase) inhibitor. It is a hydroxamic acid and a serine derivative.